((1-methyl-1H-pyrazol-4-yl)sulfonyl)-N-(3-(trimethylsilyl)prop-2-yn-1-yl)-2,3-dihydrobenzofuran-7-amine CN1N=CC(=C1)S(=O)(=O)C1OC2=C(C1)C=CC=C2NCC#C[Si](C)(C)C